1-(1-(3-bromo-4-chloropyridin-2-yl)-3-methyl-1H-1,2,4-triazol-5-yl)-N-methyl-methylamine BrC=1C(=NC=CC1Cl)N1N=C(N=C1CNC)C